1-(2-bromo-4-nitrophenyl)cyclopropane-1-carboxamide BrC1=C(C=CC(=C1)[N+](=O)[O-])C1(CC1)C(=O)N